1-[[7-[8-ethyl-7-fluoro-3-(methoxymethoxy)-1-naphthyl]-8-fluoro-4-[(3R)-3-hydroxy-3-methyl-1-piperidyl]-5-isopropoxy-pyrido[4,3-d]pyrimidin-2-yl]oxymethyl]cyclopropanecarbaldehyde C(C)C=1C(=CC=C2C=C(C=C(C12)C1=C(C=2N=C(N=C(C2C(=N1)OC(C)C)N1C[C@](CCC1)(C)O)OCC1(CC1)C=O)F)OCOC)F